(R)-1-(4-(1-cyclopropyl-3-phenyl-1H-pyrazol-4-yl)-7-ethoxyquinazolin-6-yl)ethan-1-ol C1(CC1)N1N=C(C(=C1)C1=NC=NC2=CC(=C(C=C12)[C@@H](C)O)OCC)C1=CC=CC=C1